2-propenoic acid, [1,1'-biphenyl]-4-ylmethyl ester C(C=C)(=O)OCC1=CC=C(C=C1)C1=CC=CC=C1